COC=1C(=CC(=C(C1)N1CCC(CC1)C1CCNCC1)C=1C=NN(C1)C)[N+](=O)[O-] 1-(5-Methoxy-2-(1-methyl-1H-pyrazol-4-yl)-4-nitrophenyl)-4,4'-bipiperidine